4,7-dihydro-1,3-oxazepine O1C=NCC=CC1